[N+](=O)([O-])C1=CC=C(C=2C1=NON2)S(=O)CCCCCCCC(=O)O 8-((7-nitrobenzo[C][1,2,5]oxadiazol-4-yl)sulfinyl)octanoic acid